ClC(Cl)(Cl)OC(OC(Cl)(Cl)Cl)=O carbonic acid bis(trichloromethyl) ester